ClC=1C=C2C=NN(C2=CC1N1CCN(CC1)C1(CS(CC1)(=O)=O)C)C=1C=NN(C1)C1CC1 3-(4-(5-chloro-1-(1-cyclopropyl-1H-pyrazol-4-yl)-1H-indazol-6-yl)piperazin-1-yl)-3-methyltetrahydrothiophene 1,1-dioxide